O.[N+](=O)([O-])[O-].[In+3].[N+](=O)([O-])[O-].[N+](=O)([O-])[O-] indium (Iii) nitrate hydrate